N-[(1S)-5-[2-(2-aminopyridin-3-yl)-5-(2-fluorophenyl)imidazo[4,5-b]pyridin-3-yl]-2,3-dihydro-1H-inden-1-yl]-3-formyl-4-hydroxybenzamide NC1=NC=CC=C1C1=NC=2C(=NC(=CC2)C2=C(C=CC=C2)F)N1C=1C=C2CC[C@@H](C2=CC1)NC(C1=CC(=C(C=C1)O)C=O)=O